[Cl-].C(=O)(O)C1C(CCC2=CC=C(C=C12)OC1=C(C=CC=C1)C1=C(C=CC=C1)F)[NH3+] carboxy-7-((2'-fluoro-[1,1'-biphenyl]-2-yl)oxy)-1,2,3,4-tetrahydronaphthalene-2-aminium chloride